copper (I) trifluoromethyl-(1,10-diazaphenanthrene) FC(F)(F)C1=NC=2N=CC3=CC=CC=C3C2C=C1.[Cu+]